2-(((2-(2-chloroacetylamino)phenyl)sulfonyl)carbamoyl)isonicotinic acid ClCC(=O)NC1=C(C=CC=C1)S(=O)(=O)NC(=O)C=1C=C(C(=O)O)C=CN1